4-methyl-6-((2-((1-oxo-1,3-dihydroisobenzofuran-5-yl)methyl)-1,2,3,4-tetrahydroisoquinolin-6-yl)amino)nicotinonitrile CC1=CC(=NC=C1C#N)NC=1C=C2CCN(CC2=CC1)CC=1C=C2COC(C2=CC1)=O